FC1=CC=C2C=C(C=NC2=C1F)C(NC(C=C(C)C)CC1=NC=CC=C1)=S 7,8-difluoro-N-[3-methyl-1-(2-pyridylmethyl)but-2-enyl]Quinoline-3-carbothioic acid amide